diphenyl-(vinyl)sulfanium trifluoromethanesulfonate FC(S(=O)(=O)[O-])(F)F.C1(=CC=CC=C1)[S+](C=C)C1=CC=CC=C1